N(=[N+]=[N-])CCOCCOCCOCC(COCCOCCOCOCCOC)(COCC(=O)O)C 15-((2-(2-(2-azidoethoxy)ethoxy)ethoxy)methyl)-15-methyl-2,5,7,10,13,17-hexaoxanonadecan-19-oic acid